ClC1=CC(=C(C=N1)C1(CC1)C(=O)O)C 1-(6-chloro-4-methylpyridin-3-yl)cyclopropanecarboxylic acid